C(C)(C)(C)C=1SC(=CN1)C1=CC(=NC=C1)N(C(=O)[C@@H]1CC[C@H](CC1)O)C[C@@H]1CC[C@H](CC1)C1=CC(=C(C=C1)OC)C trans-N-(4-(2-(tert-butyl)thiazol-5-yl)pyridin-2-yl)-4-hydroxy-N-((trans-4-(4-methoxy-3-methylphenyl)cyclohexyl)methyl)cyclohexanecarboxamide